F[B-](F)(F)F.C(C)[NH+]1C(=CC2=CC=CC=C12)C1=CC=CC=C1 1-ethyl-2-phenyl-Indolium tetrafluoroborate